C(CCC)NC(COC1=C(C(=C(C=C1)C(C(CC)=C)=O)Cl)Cl)=O N-butyl-2-(2,3-dichloro-4-(2-methylenebutanoyl)phenoxy)acetamide